OCC1CN(C1)C(=O)O[C@@H]1CC[C@H](CC1)C(N(CC12CCC(CC1)(CC2)C2=CC(=C(C=C2)OC)C)C2=NC=CC(=C2)C=2N=C(OC2)C2CC2)=O 4-((4-(2-Cyclopropyloxazol-4-yl)pyridin-2-yl)((4-(4-methoxy-3-methylphenyl)bicyclo[2.2.2]octan-1-yl)methyl)carbamoyl)(trans-cyclohexyl) 3-(hydroxymethyl)azetidine-1-carboxylate